8-C-acetylcarbamoyl-adenosine C(C)(=O)NC(=O)C=1N([C@H]2[C@H](O)[C@H](O)[C@@H](CO)O2)C=2N=CN=C(C2N1)N